FC=1C=2N(C=C(C1)NC(=O)C1=NC=C(N=C1)O[C@@H]1CNCC1)C=C(N2)C (S)-N-(8-fluoro-2-methylimidazo[1,2-a]pyridin-6-yl)-5-(pyrrolidin-3-yloxy)pyrazine-2-carboxamide